N1(CCOCC1)C1=NC(=NC(=N1)N1CCNCC1)C=1C(=NC(=NC1)N)C(F)(F)F 5-(4-morpholinyl-6-piperazin-1-yl-1,3,5-triazin-2-yl)-4-(trifluoromethyl)pyrimidin-2-amine